B(F)(F)F.BrC=1C=C(C=C2C=CC=NC12)CBr 8-bromo-6-(bromomethyl)quinoline boron trifluoride